O[C@@H](CN1C(C2=CC=CC=C2C1=O)=O)CNC1=CC=C(C=C1)N1C(COCC1)=O 2-[(2R)-2-hydroxy-3-[[4-(3-oxo-4-morpholinyl)phenyl]amino]propyl]-1H-isoindole-1,3(2H)-dione